(2S)-2-((1aR,3aR,3bS,5aS,6R,8aS,8bS,10aR)-10-methoxy-3a,5a-dimethylhexadecahydrocyclopenta[a]cyclopropa[2,3]cyclopenta[1,2-f]naphthalen-6-yl)-N-(pyridin-4-ylmethyl)propanamide COC1[C@@]23[C@@]([C@H]4CC[C@]5([C@H]([C@@H]4C1)CC[C@@H]5[C@@H](C(=O)NCC5=CC=NC=C5)C)C)(CC[C@@H]2C3)C